(2S,4R)-1-(2-(3-acetyl-5-(6-methylpyridazin-3-yl)-1H-indol-1-yl)acetyl)-N-(6-bromopyridin-2-yl)-4-fluoropyrrolidine-2-carboxamide C(C)(=O)C1=CN(C2=CC=C(C=C12)C=1N=NC(=CC1)C)CC(=O)N1[C@@H](C[C@H](C1)F)C(=O)NC1=NC(=CC=C1)Br